6-(difluoromethoxy)-2-methyl-7-nitro-3,4-dihydroisoquinolin-1(2H)-one FC(OC=1C=C2CCN(C(C2=CC1[N+](=O)[O-])=O)C)F